8-ethyl 6-(1-benzyl-1H-pyrazole-4-carbonyl)-2,6-diazaspiro[3.4]octane-2,8-dicarboxylate C(C1=CC=CC=C1)N1N=CC(=C1)C(=O)N1CC2(CN(C2)C(=O)[O-])C(C1)C(=O)OCC